Acrylic acid isobutyl ester C(C(C)C)OC(C=C)=O